P(O)(=O)(OP(=O)(O)O)OC[C@@H]1[C@H]([C@H]([C@@H](O1)N1C=NC=2C(N)=NC=NC12)O)O Adenosine-5'-Diphosphate